COC=1C(=CC2=CN(N=C2C1)C1CCC(CC1)NC(OC(C)(C)C)=O)NC(C1=NC(=CC=C1)C(F)(F)F)=O tert-butyl ((1r,4r)-4-(6-methoxy-5-(6-(trifluoromethyl)picolinamido)-2H-indazol-2-yl)cyclohexyl)carbamate